2,2'-[1,4-butanediylbis(oxymethylene)]bis[oxirane] C(CCCOCC1OC1)OCC1OC1